CN1C(=NC2=C(C=C(C=C2C1=O)C)\C(\C)=N/[S@](=O)C(C)(C)C)C1=CN=CN1C (R,Z)-N-(1-(3,6-dimethyl-2-(1-methyl-1H-imidazol-5-yl)-4-oxo-3,4-dihydroquinazolin-8-yl)ethylidene)-2-methylpropane-2-sulfinamide